C1(=CC=CC=C1)OC1=CC=CC=C1 r-diphenyl oxide